(1S,2S,3S,6r,7S)-3-{[(1S)-1-carbamoyl-2-[(3S)-2-oxopyrrolidin-3-yl]ethyl]carbamoyl}-9-methylene-4-azatricyclo[5.2.1.0{2,6}]decane-4-carboxylic acid tert-butyl ester C(C)(C)(C)OC(=O)N1[C@@H]([C@H]2[C@H]3C(C[C@@H]([C@H]2C1)C3)=C)C(N[C@@H](C[C@H]3C(NCC3)=O)C(N)=O)=O